FC1=NC=CC=C1C=1C=C2C(=NN(C2=CC1)C1OCCCC1)C(=O)NC1=C2C(=NC=C1)N(N=C2)C 5-(2-Fluoropyridin-3-yl)-N-(1-methyl-1H-pyrazolo[3,4-b]pyridin-4-yl)-1-(tetrahydro-2H-pyran-2-yl)-1H-indazole-3-carboxamide